2-(difluoromethoxy)-4-[6-[1,1-dimethyl-2-(oxetan-3-ylmethoxy)ethyl]pyrazolo[1,5-a]pyridin-3-yl]-N-[(1R,2S)-2-fluorocyclopropyl]-6-methoxybenzamide FC(OC1=C(C(=O)N[C@H]2[C@H](C2)F)C(=CC(=C1)C=1C=NN2C1C=CC(=C2)C(COCC2COC2)(C)C)OC)F